CC[C@H](C)/C=C/C1=CC2=C(C(=O)[C@@]3(C4(C2(C(O1)OC(=C4C(=O)O3)C(C)C(C)O)O)O)C)Cl The molecule is an azaphilone found in Chaetomium globosum. It has a role as a Chaetomium metabolite. It is an azaphilone, a gamma-lactone, an enone, an organochlorine compound, an organic heterotetracyclic compound and a secondary alcohol.